C1(CC1)C=1N(C=C(N1)I)C12CC(C1)(C2)N2CCN(CC2)CCF 1-(3-(2-cyclopropyl-4-iodo-1H-imidazol-1-yl)bicyclo[1.1.1]pentan-1-yl)-4-(2-fluoroethyl)piperazine